C(=O)(OC(C)(C)C)N[C@@H](CCCCNC(=O)OC(C)(C)C)C(=O)O N,N'-diBoc-Lysine